ClC1=NC=C(C(=C1)C#CC=1N=C(N(C1C)C=1C=NC(=CC1)C)C(=O)N)F 4-((2-chloro-5-fluoropyridin-4-yl)ethynyl)-5-methyl-1-(6-methylpyridin-3-yl)-1H-imidazole-2-carboxamide